N-((1S,3S)-3-aminocyclopentyl)-3-(6-(pyrrolidin-1-yl)-1H-benzo[d]imidazol-2-yl)-1H-indazole-5-carboxamide N[C@@H]1C[C@H](CC1)NC(=O)C=1C=C2C(=NNC2=CC1)C1=NC2=C(N1)C=C(C=C2)N2CCCC2